3-(8-amino-2-((2,6-difluorophenyl)(hydroxy)methyl)-5-(3-methylpyridin-4-yl)-[1,2,4]triazolo[1,5-a]pyrazin-6-yl)benzonitrile NC=1C=2N(C(=C(N1)C=1C=C(C#N)C=CC1)C1=C(C=NC=C1)C)N=C(N2)C(O)C2=C(C=CC=C2F)F